COC1=CC=C(CN2[C@H]3CN[C@@H](C2=O)C3)C=C1 (1R,4R)-2-(4-methoxybenzyl)-2,5-diazabicyclo[2.2.1]heptan-3-one